4-(2-(2-aminopyridin-3-yl)-5-(5-methoxypyridin-2-yl)-3H-imidazo[4,5-b]pyridin-3-yl)benzyl acetate C(C)(=O)OCC1=CC=C(C=C1)N1C(=NC=2C1=NC(=CC2)C2=NC=C(C=C2)OC)C=2C(=NC=CC2)N